6-(1-(8-(2-Methoxyethyl)-8-azabicyclo[3.2.1]octan-3-yl)piperidin-4-yl)-1,4-dimethyl-2-(4-(methylsulfonyl)phenyl)-1H-benzo[d]imidazol COCCN1C2CC(CC1CC2)N2CCC(CC2)C=2C=C(C1=C(N(C(=N1)C1=CC=C(C=C1)S(=O)(=O)C)C)C2)C